C1OCC2C1CN(C2)C2=C(CN1CC3(CC1)CCN(CC3)C(=O)OC(C(F)(F)F)C(F)(F)F)C=CC(=C2)C(F)(F)F 1,1,1,3,3,3-Hexafluoropropan-2-yl 2-(2-(tetrahydro-1H-furo[3,4-c]pyrrol-5(3H)-yl)-4-(trifluoromethyl) benzyl)-2,8-diazaspiro[4.5]decane-8-carboxylate